C(C1=CC=CC=C1)N1CCC=2C3=C(C=NC2C1)N=C(N3CC3(COC(OC3)(C)C)C)COCC 7-benzyl-2-(ethoxymethyl)-1-((2,2,5-trimethyl-1,3-dioxan-5-yl)methyl)-6,7,8,9-tetrahydro-1H-imidazo[4,5-c][1,7]naphthyridine